(2R,3S)-2-((E)-3-(4-chloro-5-nitro-1H-benzo[d]imidazol-1-yl)prop-1-en-1-yl)piperidin-3-ol dihydrochloride Cl.Cl.ClC1=C(C=CC=2N(C=NC21)C/C=C/[C@H]2NCCC[C@@H]2O)[N+](=O)[O-]